C(C)(C)(C)C1=C(N=CN1)\C=C\1/NC(/C(/NC1=O)=C/C=1C=C(OCC(C(=O)O)=C)C=CC1)=O 2-((3-((Z)-((Z)-5-((5-(tert-butyl)-1H-imidazol-4-yl)methylene)-3,6-dioxopiperazin-2-ylidene)methyl)phenoxy)methyl)acrylic acid